CC(C)(OC(=O)N[C@@H](CCCCCSC(C(C)C)=O)C(NC12CC3CC(CC(C1)C3)C2)=O)C 2-Methylpropanethioic acid-S-[(6S)-6-[[(1,1-dimethylethoxy)carbonyl]amino]-7-oxo-7-(tricyclo[3.3.1.13,7]dec-1-ylamino)heptyl] ester